N1N=NC=2N=C(N=CC21)C=2C=CC(=C(C(=O)NC1=CC=C(C=C1)N1N=CC(=C1)C(F)(F)F)C2)F 5-(1H-[1,2,3]Triazolo[4,5-d]pyrimidin-5-yl)-2-fluoro-N-(4-(4-(trifluoromethyl)-1H-pyrazol-1-yl)phenyl)benzamide